2-((6-amino-2-(4-fluorobenzyl)-5-(2-methoxyphenoxy)pyrimidin-4-yl)oxy)ethan-1-ol NC1=C(C(=NC(=N1)CC1=CC=C(C=C1)F)OCCO)OC1=C(C=CC=C1)OC